N(C(=N)N)CCCCC(=O)NCC(=O)NCCC(=O)O 3-(2-(5-guanidinopentanoylamino)acetamido)propanoic acid